7-bromo-8-fluoro-1H-3,1-benzoxazine-2,4-dione BrC1=C(C2=C(C(OC(N2)=O)=O)C=C1)F